C(C)[S@@](=O)(=N)C=1C=C(C(=NC1C1=NC=2C(=NC=C(C2)C(F)(F)F)N1C)C)OC(C#N)(C)C (S)-2-[[5-(ethylsulfonimidoyl)-2-methyl-6-[3-methyl-6-(trifluoromethyl)imidazo[4,5-b]pyridin-2-yl]-3-pyridyl]oxy]-2-methyl-propanenitrile